3-[1-hydroxy-2-[(3S,4S)-3-[(4-methanesulfonylphenoxy)methyl]-4-methylpyrrolidin-1-yl]ethyl]benzonitrile OC(CN1C[C@H]([C@@H](C1)C)COC1=CC=C(C=C1)S(=O)(=O)C)C=1C=C(C#N)C=CC1